arachidyl palmitate C(CCCCCCCCCCCCCCC)(=O)OCCCCCCCCCCCCCCCCCCCC